[Cl-].[Cl-].C(CCC)C(CCCC)=[Zr+2](C1=C(C(=CC=2C3=CC(=C(C=C3CC12)C1=CC=CC2=CC=CC=C12)C(C)(C)C)C(C)(C)C)C1=CC=CC2=CC=CC=C12)C1C=CC=C1 di-n-butylmethylene(cyclopentadienyl)(2,7-dinaphthyl-3,6-di-tert-butylfluorenyl)zirconium dichloride